trans-N-(4-(((5-(4-bromophenyl)-1,3,4-oxadiazol-2-yl)methyl)amino)cyclohexyl)-6-chloroquinoline BrC1=CC=C(C=C1)C1=NN=C(O1)CN[C@@H]1CC[C@H](CC1)N1CC=CC2=CC(=CC=C12)Cl